dicyclohexyl[2',4',6'-tris(1-methylethyl)[1,1'-biphenyl]-2-yl]-phosphine C1(CCCCC1)P(C1=C(C=CC=C1)C1=C(C=C(C=C1C(C)C)C(C)C)C(C)C)C1CCCCC1